C1OCC12CN(C2)C2=NC=CC(=N2)COC2=CC=C(C=C2)C(C)(C)C2=CC=C(OC1CC(C1)NC1=CC=C3CN(C(C3=C1)=O)C1CNCCC1)C=C2 3-(6-(((1s,3s)-3-(4-(2-(4-((2-(2-oxa-6-azaspiro[3.3]heptane-6-yl)pyrimidin-4-yl)methoxy)phenyl)propan-2-yl)phenoxy)cyclobutyl)amino)-1-oxoisoindoline-2-yl)piperidine